2-(2,2-diethoxy-ethyl)-4,5-dimethyl-2H-pyrazole-3-carboxylic acid amide C(C)OC(CN1N=C(C(=C1C(=O)N)C)C)OCC